2-isopropyl-5-phenyl-4-[(1-pyridin-2-ylpiperidin-4-yl)amino]isothiazol-3(2H)-one 1,1-dioxide C(C)(C)N1S(C(=C(C1=O)NC1CCN(CC1)C1=NC=CC=C1)C1=CC=CC=C1)(=O)=O